indole-2(1H)-carboxylate N1C(=CC2=CC=CC=C12)C(=O)[O-]